N-[3-fluoro-4-[(6-methoxy-1,5-naphthyridin-4-yl)oxy]phenyl]-5-(4-fluoro-2-methylphenyl)-4-hydroxy-2-(methoxymethyl)-6-methylpyridine-3-carboxamide FC=1C=C(C=CC1OC1=CC=NC2=CC=C(N=C12)OC)NC(=O)C=1C(=NC(=C(C1O)C1=C(C=C(C=C1)F)C)C)COC